3-(2-chloro-5-(trifluoromethyl)pyrimidin-4-yl)-6-methyl-1H-indole ClC1=NC=C(C(=N1)C1=CNC2=CC(=CC=C12)C)C(F)(F)F